ethyl 2-[2-(3,4-difluoro-2-methyl-phenoxy)-3-quinolyl]-6-methyl-4-oxo-5-(2-trimethylsilylethynyl)-1H-pyridine-3-carboxylate FC=1C(=C(OC2=NC3=CC=CC=C3C=C2C=2NC(=C(C(C2C(=O)OCC)=O)C#C[Si](C)(C)C)C)C=CC1F)C